ClC=1C=C(C#N)C=C(C1)OC1=C(N=CN(C1=O)CC1=NNC(C(=C1)C=1C=NC2=CC=CC=C2C1)=O)C(F)(F)F 3-chloro-5-((6-oxo-1-((6-oxo-5-(quinolin-3-yl)-1,6-dihydropyridazin-3-yl)methyl)-4-(trifluoromethyl)-1,6-dihydropyrimidin-5-yl)oxy)benzonitrile